ClC1=C2N(C(C(=C1)NC1=NC=NC=C1)=O)C(NC2=O)(CCO)CCO 8-chloro-3,3-bis(2-hydroxyethyl)-6-(pyrimidin-4-ylamino)-2,3-dihydroimidazo[1,5-a]pyridine-1,5-dione